CN(C=1SC2=C(N1)C=CC(=C2)C2=CC1=CN(N=C1C=C2)C)C2CCNCC2 N-methyl-6-(2-methyl-2H-indazol-5-yl)-N-(piperidin-4-yl)-1,3-benzothiazol-2-amine